trimethylhept-1,5-dien-4-one CC(C=CC(CC=C)=O)(C)C